2-cyano-6-(5-((2,4-difluorophenyl)sulfonamido)-6-methoxypyridin-3-yl)quinazoline C(#N)C1=NC2=CC=C(C=C2C=N1)C=1C=NC(=C(C1)NS(=O)(=O)C1=C(C=C(C=C1)F)F)OC